C1(CC1)C1=C(C(=NO1)C1=C(C=CC=C1)C(F)(F)F)C1=CC2(C1)CCN(CC2)C=2C=C1C(=CC=NC1=CC2)OC(F)F 6-(2-(5-Cyclopropyl-3-(2-(trifluoromethyl)phenyl)isoxazol-4-yl)-7-azaspiro[3.5]non-1-en-7-yl)-4-(difluoromethoxy)chinolin